1-(1-(2-benzylphenoxy)propan-2-yl)methylpiperidine C(C1=CC=CC=C1)C1=C(OCC(C)CN2CCCCC2)C=CC=C1